FC1=CC=C(C=C1)C1(CCCC(C1)N1C(=NC=C1)C1=C2C(=NC=C1)NC=C2)N 4-fluorophenyl-5-(1H-pyrrolo[2,3-b]pyridin-4-yl-1H-imidazol-1-yl)cyclohexan-1-amine